C(C)S(=O)(=O)C=1C=CC(=NC1)[C@H](CO)NC(C1=CC=CC=C1)=O N-((R)-1-(5-(ethylsulfonyl)pyridin-2-yl)-2-hydroxyethyl)benzamide